N-(4-(1-methyl-4-(trifluoromethyl)-1H-imidazol-2-yl)benzyl)-9-(tetrahydro-2H-pyran-2-yl)-2-(4-(trifluoromethyl)phenyl)-9H-purin-6-amine CN1C(=NC(=C1)C(F)(F)F)C1=CC=C(CNC2=C3N=CN(C3=NC(=N2)C2=CC=C(C=C2)C(F)(F)F)C2OCCCC2)C=C1